(R)-2-cyclopropoxypropanoic acid C1(CC1)O[C@@H](C(=O)O)C